OC(CCCCCCCO)O 1,8-dihydroxyoctanol